FC=1C=CC2=C(N(C(=N2)C2=NON=C2C)CC=2C=NC=NC2)C1F 3-[6,7-difluoro-1-(pyrimidin-5-ylmethyl)benzoimidazol-2-yl]-4-methyl-1,2,5-oxadiazole